2-(4-fluorophenyl)-1,3-benzothiazole FC1=CC=C(C=C1)C=1SC2=C(N1)C=CC=C2